1,3-bis(carboxypropyl)-5-methyl-isocyanuric acid C(=O)(O)CCCN1C(=O)N(C(=O)N(C1=O)C)CCCC(=O)O